CN1C[C@H]([C@@H](CC1)NC(=O)C1(CC1)CC1=CC(=CC=C1)F)C N-(trans-1,3-dimethylpiperidin-4-yl)-1-(3-fluorobenzyl)cyclopropane-1-carboxamide